N(C(=N)N)NCN1C(OC(=N1)C1=CC=C(C=C1)C#CCC1CCCCC1)=S 3-guanidinoaminomethyl-5-(4-(3-cyclohexylprop-1-yn-1-yl)phenyl)-1,3,4-oxadiazole-2(3H)-thione